palladium (II) bis(tricyclohexylphosphine) dichloride [Cl-].[Cl-].C1(CCCCC1)P(C1CCCCC1)C1CCCCC1.C1(CCCCC1)P(C1CCCCC1)C1CCCCC1.[Pd+2]